C(C)(C)(C)OC(CN1CCN(CCNCCNCC1)C(CN1CCN(CCN(CCN(CC1)CC(=O)OC(C)(C)C)CC(=O)[O-])CC(=O)[O-])=O)=O tert-butyl 2,2',2''-(10-(2-(4-(2-(tert-butoxy)-2-oxoethyl)-1,4,7,10-tetraazacyclododecane-1-yl)-2-oxoethyl)-1,4,7,10-tetraazacyclododecane-1,4,7-triyl)triacetate